2-((methoxymethyl)(pyrimidin-2-yl)amino)isoindoline-1,3-dione COCN(N1C(C2=CC=CC=C2C1=O)=O)C1=NC=CC=N1